1-(2-bromo-1-(4-ethoxyphenyl)vinyl)benzimidazole BrC=C(C1=CC=C(C=C1)OCC)N1C=NC2=C1C=CC=C2